4,5-difluoro-3-hydroxy-2-methylbenzonitrile FC1=C(C(=C(C#N)C=C1F)C)O